4-(4-{6-Bromo-7-[(1,2,2,6,6-pentamethylpiperidin-4-yl)amino]-3H-imidazo[4,5-b]pyridin-2-yl}phenyl)-1-(2-ethoxyethyl)piperazin-2-one BrC=1C(=C2C(=NC1)NC(=N2)C2=CC=C(C=C2)N2CC(N(CC2)CCOCC)=O)NC2CC(N(C(C2)(C)C)C)(C)C